OCC(C)(C1=CC(=CC=C1)C(F)(F)F)NC1=NC2=C(N1)C=CC=C2CNC(=O)N(C)OC {[2-({1-hydroxy-2-[3-(trifluoromethyl)phenyl]propan-2-yl}amino)-1H-1,3-benzodiazol-4-yl]methyl}-3-methoxy-3-methylurea